BrC(C)C1=CC(=CC=2C(C=C(OC21)SCC)=O)CC#N 2-(8-(1-bromoethyl)-2-(ethylsulfanyl)-4-oxo-4H-benzopyran-6-yl)acetonitrile